6'-(((1S,3S)-3-((5,6-Dimethylpyrazin-2-yl)amino)cyclopentyl)amino)-2-oxo-2H-[1,3'-bipyridine]-5-carbonitrile CC=1N=CC(=NC1C)N[C@@H]1C[C@H](CC1)NC1=CC=C(C=N1)N1C(C=CC(=C1)C#N)=O